ethyl 2-({6-[(1,3-benzothiazol-2-yl)amino]-5-methylpyridazin-3-yl}(methyl)amino)-5-(piperidin-1-yl)-1,3-thiazole-4-carboxylate S1C(=NC2=C1C=CC=C2)NC2=C(C=C(N=N2)N(C=2SC(=C(N2)C(=O)OCC)N2CCCCC2)C)C